C(CCC)N(C1=C(C=C(C=C1)/C(=C/C(=O)OCC)/C)NC(=O)NC1=CC=C(C=C1)C)CCCC ethyl (E)-3-(4-(dibutylamino)-3-(3-(p-tolyl)ureido)phenyl)but-2-enoate